CC1(CCNC1)C 4,4-dimethylpyrrolidine